4-[[2-(2-aminoethanesulfonyl)ethyl]amino]-2-(2,6-dioxopiperidin-3-yl)isoindole-1,3-dione NCCS(=O)(=O)CCNC1=C2C(N(C(C2=CC=C1)=O)C1C(NC(CC1)=O)=O)=O